tert-butyl N-(2-[[(3-[3,3-dimethyl-1-oxaspiro[4.5]dec-7-en-8-yl]-1-methyl-1H-pyrazol-4-yl) methyl] (methyl) amino] ethyl)-N-methylcarbamate CC1(COC2(C1)CC=C(CC2)C2=NN(C=C2CN(CCN(C(OC(C)(C)C)=O)C)C)C)C